3-(N-(2-(5-oxa-2-azaspiro[3.4]oct-2-yl)-5-(trifluoromethyl)phenyl)sulfamoyl)-4-methoxybenzoic acid C1N(CC12OCCC2)C2=C(C=C(C=C2)C(F)(F)F)NS(=O)(=O)C=2C=C(C(=O)O)C=CC2OC